6-(3-isopropyl-4H-1,2,4-triazol-4-yl)pyridin-2-amine C(C)(C)C1=NN=CN1C1=CC=CC(=N1)N